[Br-].[Br-].C(CCCCCCCCC[N+]1=CC(=C(C=C1)\C=C\C1=CC=C(C=C1)N(C)CCC#N)C)[N+]1=CC(=C(C=C1)\C=C\C1=CC=C(C=C1)N(C)CCC#N)C 1,1'-(decane-1,10-diyl)bis{4-{(E)-4-[(2-cyanoethyl)methylamino]styryl}-3-methylpyridin-1-ium} di-bromide